C(C)N1N=C2C(=C1C1=NNC(=N1)C1=NC(=CC3=C1C=NN3C)C(=O)N)CCC2 4-[3-(2-ethyl-5,6-dihydro-4H-cyclopenta[c]pyrazol-3-yl)-1H-1,2,4-triazol-5-yl]-1-methyl-pyrazolo[4,3-c]pyridine-6-carboxamide